L-α-methylaspartic acid CC(CC(=O)O)(C(=O)O)N